2,5-DIMETHYLPYRIDIN-3-YLBORONIC ACID CC1=NC=C(C=C1B(O)O)C